FC(S(=O)(=O)[O-])(F)F.CC1=C(C=CC=C1)[I+]C1=C(C=C(C=C1C)C)C (2-methylphenyl)(2,4,6-trimethylphenyl)iodonium trifluoromethanesulfonate